FC(C(=O)O)(F)F.FC(C(=O)O)(F)F.N1N=C(C=C1)NC1=NC(=NC2=CC=C(C(=C12)OCC(C)C)C)C=1C=C(OCC(=O)NC(C)(C)C)C=CC1 2-(3-(4-((1H-pyrazol-3-yl)amino)-5-isobutoxy-6-methylquinazolin-2-yl)phenoxy)-N-(tert-butyl)acetamide bistrifluoroacetic acid salt